BrC1=CC(=C(COCC2(CN(C2)C(=O)OC(C)(C)C)F)C=C1F)Cl tert-butyl 3-(((4-bromo-2-chloro-5-fluorobenzyl) oxy) methyl)-3-fluoroazetidine-1-carboxylate